C[C@H]1N(CCN(C1)CC1=CC(=CC=C1)OC(F)(F)F)C(=O)O (R)-2-methyl-4-(3-(trifluoromethoxy)benzyl)piperazine-1-carboxylic acid